C(C)(C)(C)OC(N[C@@H](CC(C)C)C(NNCCC(=O)N)=O)=O N-[(1S)-1-[[(3-amino-3-oxo-propyl)amino]carbamoyl]-3-methyl-butyl]carbamic acid tert-butyl ester